tert-butyl 1-(1-(2-bromo-1,5-dimethyl-1H-imidazol-4-yl)ethyl)-1H-1,2,3-triazole-4-carboxylate BrC=1N(C(=C(N1)C(C)N1N=NC(=C1)C(=O)OC(C)(C)C)C)C